BrCCOC1=CC=C(C=C1)OCCBr 1,4-bis(bromoethoxy)benzene